ClC1=CC(=C(C=C1)C1(OC2=C(O1)C=CC=C2N2CCC1(CC1C1=NC3=C(N1CCOC)C=C(C=C3)C(=O)O)CC2)C)F 2-{6-[2-(4-chloro-2-fluorophenyl)-2-methyl-1,3-benzodioxol-4-yl]-6-azaspiro[2.5]oct-1-yl}-1-(2-methoxyethyl)-1H-benzimidazole-6-carboxylic acid